N1C=CC2=CC=C(C=C12)CNC(OC(C)(C)C)=O tert-butyl (1H-indol-6-yl)methylcarbamate